C(C)(C)(C)OC(N(C)CC1N(C(CC1)CO[Si](C1=CC=CC=C1)(C1=CC=CC=C1)C(C)(C)C)CC1=CC=CC=C1)=O.CC=1C=C(C=CC1)C1C(CCCC1)=O 2-(3-methylphenyl)cyclohexanone tert-Butyl-((1-benzyl-5-(((tert-butyldiphenylsilyl)oxy)methyl)pyrrolidin-2-yl)methyl)(methyl)carbamate